(1R,3S,5R)-2-(2-(3-acetyl-7-methyl-5-(2-methylpyrimidin-5-yl)-1H-indazol-1-yl)acetyl)-N-(1-(4-hydroxyphenyl)propan-2-yl)-5-methyl-2-azabicyclo[3.1.0]hexane-3-carboxamide C(C)(=O)C1=NN(C2=C(C=C(C=C12)C=1C=NC(=NC1)C)C)CC(=O)N1[C@@H]2C[C@@]2(C[C@H]1C(=O)NC(CC1=CC=C(C=C1)O)C)C